FC(CN1C(=NC2=C1C=C(C=C2)C2=CNC=1N=C(N=CC12)NC1CCC2(CN(C2)C(C)=O)CC1)C)F 1-(7-((5-(1-(2,2-difluoroethyl)-2-methyl-1H-benzo[d]imidazol-6-yl)-7H-pyrrolo[2,3-d]pyrimidin-2-yl)amino)-2-azaspiro[3.5]nonan-2-yl)ethan-1-one